3'-[(7-benzyl-1,4,7-triazacyclodecane-1,4-diyl)bis(methylene)]bis[N-(1,3-dihydroxypropan-2-yl)-2-hydroxy-5-methylbenzamide] C(C1=CC=CC=C1)N1CCN(CCN(CCC1)CC=1C(=C(C(=O)NC(CO)CO)C=C(C1)C)O)CC=1C(=C(C(=O)NC(CO)CO)C=C(C1)C)O